ClC1=C(CNC(=O)[C@]2(C=3C=CC=NC3[C@@](CC2)(CNCCO)O)F)C=CC(=C1)F |o1:7,14| (5S*,8R*)-N-(2-chloro-4-fluorobenzyl)-5-fluoro-8-hydroxy-8-(((2-hydroxyethyl)amino)methyl)-5,6,7,8-tetrahydroquinoline-5-carboxamide